N-[3-Bromo-4-(4-fluorophenoxy)phenyl]acetamide BrC=1C=C(C=CC1OC1=CC=C(C=C1)F)NC(C)=O